ethyl 3-[3-(3-cyano-23,29-difluoro-11,11-dimethyl-25-oxa-13-thia-5,6,20-triazapentacyclo[24.3.1.02,6.016,24.017,21]triaconta-1(30),2,4,16,18,21,23,26,28-nonaen-7-yl)phenyl]propanoate C(#N)C1=C2C=3C(=CC=C(OC4=C(C=C5NC=CC5=C4CCSCC(CCCC(N2N=C1)C=1C=C(C=CC1)CCC(=O)OCC)(C)C)F)C3)F